2-((1s,2r)-1-(1H-benzo[d]imidazol-1-yl)-1-(2-chlorophenyl)propan-2-yl)-5-hydroxy-N-(isoxazol-4-yl)-1-methyl-6-oxo-1,6-dihydropyrimidine-4-carboxamide N1(C=NC2=C1C=CC=C2)[C@@H]([C@@H](C)C=2N(C(C(=C(N2)C(=O)NC=2C=NOC2)O)=O)C)C2=C(C=CC=C2)Cl